1-[3-(benzylsulfanyl)-4-nitrophenoxy]-2,3,4,5,6-pentafluorobenzene C(C1=CC=CC=C1)SC=1C=C(OC2=C(C(=C(C(=C2F)F)F)F)F)C=CC1[N+](=O)[O-]